2-methyl-2-(4,8,12-trimethyltridec-3-en-1-yl)-1,3-dioxolane CC1(OCCO1)CCC=C(CCCC(CCCC(C)C)C)C